5-chloro-N-((1r,4r)-4-((3-(4-(isoxazol-3-yl)phenyl)-2-oxo-2,3-dihydro-1H-benzo[d]imidazol-1-yl)methyl)cyclohexyl)-2-methylnicotinamide ClC=1C=NC(=C(C(=O)NC2CCC(CC2)CN2C(N(C3=C2C=CC=C3)C3=CC=C(C=C3)C3=NOC=C3)=O)C1)C